10-(3-glycidyloxypropyl)-9,10-dihydro-9-oxa-10-phosphaphenanthrene-10-oxide C(C1CO1)OCCCP1(OC2=CC=CC=C2C=2C=CC=CC12)=O